(5-cyclopropoxypyrimidin-2-yl)-7-methyl-6-(3-azaspiro[5.5]undec-8-en-9-yl)-7H-pyrrolo[2,3-d]pyrimidin-4-amine C1(CC1)OC=1C=NC(=NC1)C=1N=C(C2=C(N1)N(C(=C2)C2=CCC1(CCNCC1)CC2)C)N